C(C)(=O)OC1=C(C(=NN1C=1C=C(C=CC1)C)C)C(C1=CC=CC=C1)C=1OC2=C(C1NS(=O)(=O)C1=CC=C(C=C1)C)C=CC=C2 (-)-3-Methyl-4-((3-((4-methylphenyl)sulfonamido)benzofuran-2-yl)(phenyl)methyl)-1-(m-tolyl)-1H-pyrazol-5-yl acetate